FC1=C(C=C(C=C1)F)CNC1=CC=CC(=N1)S(=O)(=O)NC(=O)C=1C(=NC=CC1)N1C(CC(C1)C)(C)C N-[[6-[(2,5-Difluorophenyl)methylamino]-2-pyridyl]sulfonyl]-2-(2,2,4-trimethylpyrrolidin-1-yl)pyridin-3-carboxamid